C(CC1=C(C(=CC(=C1)CC(C)C)C(C)(C)C)O)C1=C(C(=CC(=C1)CC(C)C)C(C)(C)C)O ethylenebis(6-t-butyl-4-isobutylphenol)